tert-butyl (S)-(4-fluoro-2,5-dimethylphenyl)(4-(((7-(methoxymethyl)-1,4-oxazepan-4-yl)sulfonyl)carbamoyl)oxazol-2-yl)carbamate FC1=CC(=C(C=C1C)N(C(OC(C)(C)C)=O)C=1OC=C(N1)C(NS(=O)(=O)N1CCO[C@@H](CC1)COC)=O)C